C1(CC1)C(C=1C=C2C(=NC=NC2=C(C1)C(F)(F)F)N([C@@H](C)C=1N(N=CN1)C1=NC=CC=N1)C)(F)F 6-[cyclopropyl(difluoro)meth-yl]-N-methyl-N-[(1S)-1-(2-pyrimidin-2-yl-1,2,4-triazol-3-yl)ethyl]-8-(trifluoromethyl)quinazolin-4-amine